4-[[(3R,4R)-4-[4-Chloro-2-(5-fluoro-2-pyridyl)-1H-imidazol-5-yl]-3-methyl-1-piperidyl]sulfonyl]butanamide ClC=1N=C(NC1[C@H]1[C@H](CN(CC1)S(=O)(=O)CCCC(=O)N)C)C1=NC=C(C=C1)F